C(C)C1CN(C1)C(=O)O[C@@H]1CC[C@H](CC1)C(N(C1=NC=CC(=C1)C=1C=NN(C1)C(C)C)C[C@@H]1CC[C@H](CC1)C1=CC(=C(C=C1)OC)C#N)=O trans-4-(((trans-4-(3-Cyano-4-methoxyphenyl)cyclohexyl)methyl)(4-(1-isopropyl-1H-pyrazol-4-yl)pyridin-2-yl)carbamoyl)cyclohexyl 3-ethylazetidine-1-carboxylate